2-((S)-1-[1,4]Dioxan-2-ylmethoxy)-9-(3-hydroxy-pentyl)-6,7-dihydro-pyrimido[6,1-a]isoquinolin-4-one O1[C@@H](COCC1)COC1=NC(N2C(C3=CC=C(C=C3CC2)CCC(CC)O)=C1)=O